N-[6-[4-cyano-2-(5-cyclopropyl-2-methylpyrazol-3-yl)oxyphenyl]pyridin-3-yl]piperidine-4-carboxamide C(#N)C1=CC(=C(C=C1)C1=CC=C(C=N1)NC(=O)C1CCNCC1)OC=1N(N=C(C1)C1CC1)C